tert-butyl 4-[3-bromo-1-(2,2-difluoro-1,3-benzodioxol-5-yl)pyrazol-4-yl]piperazine-1-carboxylate BrC1=NN(C=C1N1CCN(CC1)C(=O)OC(C)(C)C)C1=CC2=C(OC(O2)(F)F)C=C1